4-((benzyloxy)methyl)aniline C(C1=CC=CC=C1)OCC1=CC=C(N)C=C1